3-(fluoromethyl)azetidine FCC1CNC1